1-(4-(3,4-dichlorophenyl)-5-(isopropylsulfanyl)thiazol-2-yl)-N-(2-methoxyethyl)-3-methyl-4-m-tolyl-1H-pyrazole-5-carboxamide ClC=1C=C(C=CC1Cl)C=1N=C(SC1SC(C)C)N1N=C(C(=C1C(=O)NCCOC)C=1C=C(C=CC1)C)C